Tridecane-1,13-diamine C(CCCCCCCCCCCCN)N